N-(3-chloro-4-fluorophenyl)-N-((5-(hydrazinecarbonyl)pyridin-2-yl)methyl)ethanesulfonamide ClC=1C=C(C=CC1F)N(S(=O)(=O)CC)CC1=NC=C(C=C1)C(=O)NN